C(C)(C)(C)OC(=O)N1CCN(CC1)C1=CC=2N(C(=C1)C1=CC=C(C=C1)C#N)N=CN2 4-[5-(4-cyanophenyl)-[1,2,4]triazolo[1,5-a]pyridin-7-yl]piperazine-1-carboxylic acid tert-butyl ester